[N+](=O)([O-])C1=CC=C(C=C1)N1C(N(C(C12CCCC2)=O)C2=CC(=C(C#N)C=C2)C(F)(F)F)=S 4-[1-(4-nitrophenyl)-4-oxo-2-thioxo-1,3-diazaspiro[4.4]non-3-yl]-2-trifluoromethylbenzonitrile